FC1=C(C(=O)N([C@H]2CNCCC2)C2=NC=CC3=CC=CC(=C23)C)C=CC(=C1)NC1=NC=NC(=N1)N1CCCC1 2-fluoro-N-(8-methylisoquinolin-1-yl)-N-[(3R)-piperidin-3-yl]-4-{[4-(pyrrolidin-1-yl)-1,3,5-triazin-2-yl]amino}benzamide